FC1(CC(C1)NC1CC=2C(=CSC2)CC1)F N-(3,3-difluorocyclobutyl)-4,5,6,7-tetrahydro-2-benzothiophen-5-amine